3-[4-(diphenylmethylidene)piperidine-1-carbonyl]pyridine C1(=CC=CC=C1)C(=C1CCN(CC1)C(=O)C=1C=NC=CC1)C1=CC=CC=C1